acetophenone-1-13C [13C](C)(=O)C1=CC=CC=C1